1-(5-(4-(3-((2-((1S)-1-((tetrahydro-2H-pyran-2-yl)oxy)ethyl)-1H-imidazol-1-yl)methyl)isoxazol-5-yl)phenyl)pentan-2,4-diyn-1-yl)piperidine-4-carbonitrile O1C(CCCC1)O[C@@H](C)C=1N(C=CN1)CC1=NOC(=C1)C1=CC=C(C=C1)C#CC#CCN1CCC(CC1)C#N